CC([C@H](C(=O)OC)OC=1C=C(C=CC1)C)C (R)-Methyl 3-methyl-2-(m-tolyloxy)butanoate